4-[[4-(trifluoromethyl)phenyl]methyl]pyrazolo[1,5-a]pyridine-3-carboxylic acid (2,5-dioxopyrrolidin-1-yl) ester O=C1N(C(CC1)=O)OC(=O)C=1C=NN2C1C(=CC=C2)CC2=CC=C(C=C2)C(F)(F)F